O[C@@H]([C@H](C)N1C(C2=CC=CC=C2C1=O)=O)CO 2-((2S,3S)-3,4-dihydroxybutan-2-yl)isoindoline-1,3-dione